(3S)-5-chloro-7-{[2,4-difluoro-3-(5-fluoro-2-{[1-(2-methoxyethyl) piperidin-4-yl]amino}quinazolin-6-yl)phenyl]sulfamoyl}-2,3-dihydro-1-benzofuran-3-yl acetate C(C)(=O)O[C@@H]1COC2=C1C=C(C=C2S(NC2=C(C(=C(C=C2)F)C=2C(=C1C=NC(=NC1=CC2)NC2CCN(CC2)CCOC)F)F)(=O)=O)Cl